I(=O)(=O)[O-].[Al+3].I(=O)(=O)[O-].I(=O)(=O)[O-] Aluminum iodate